N,N'-bis(3,5-di-t-butyl-salicylidene)-1,2-cyclohexanediamine C(C)(C)(C)C1=C(C(C=NC2C(CCCC2)N=CC=2C(O)=C(C=C(C2)C(C)(C)C)C(C)(C)C)=CC(=C1)C(C)(C)C)O